4-(2-(4-(4-(5-methyl-7H-pyrrolo[2,3-d]pyrimidin-4-yl)-3,4-dihydro-2H-1,4-thiazin-6-yl)-1H-pyrazol-1-yl)ethyl)morpholine CC1=CNC=2N=CN=C(C21)N2CCSC(=C2)C=2C=NN(C2)CCN2CCOCC2